4-(5-amino-6-(difluoromethyl)pyridin-2-yl)-1-methyl-1H-1,2,3-triazole-5-carboxylic acid NC=1C=CC(=NC1C(F)F)C=1N=NN(C1C(=O)O)C